C(=O)(O)C(O)C(O)C(=O)O.NC[C@H](C)N (S)-1,2-diaminopropane tartrate